(4-(4-((1-((1s,3s)-3-ethoxycyclobutyl)-3-(pyridin-2-yl)-1H-pyrazol-4-yl)carbamoyl)thiazol-2-yl)-1H-pyrazol-1-yl)ammonium C(C)OC1CC(C1)N1N=C(C(=C1)NC(=O)C=1N=C(SC1)C=1C=NN(C1)[NH3+])C1=NC=CC=C1